C(C=C)N(C(C(=O)OCC)=O)CC=1SC(=NN1)Br ethyl 2-(allyl((5-bromo-1,3,4-thiadiazol-2-yl)methyl)amino)-2-oxoacetate